4-(2-(2-(3-(((1S,2R)-2-hydroxycyclopentyl)amino)-3-oxopropyl)-5-methyl-1,2,3,4-tetrahydroisoquinolin-7-yl)-5H-pyrrolo[2,3-b]pyrazin-7-yl)-N,N,2-trimethylbenzamide O[C@H]1[C@H](CCC1)NC(CCN1CC2=CC(=CC(=C2CC1)C)C=1N=C2C(=NC1)NC=C2C2=CC(=C(C(=O)N(C)C)C=C2)C)=O